benzyl (2R,4R)-4-((tert-butyldiphenylsilyl)oxy)-2-(hydroxymethyl)pyrrolidin-1-carboxylate [Si](C1=CC=CC=C1)(C1=CC=CC=C1)(C(C)(C)C)O[C@@H]1C[C@@H](N(C1)C(=O)OCC1=CC=CC=C1)CO